tert-butyl-4-(4-(6-amino-2-fluoro-5-(1-oxo-1,2,3,4-tetrahydroisoquinolin-6-yl)pyridin-3-yl)phenyl)-3,6-dihydropyridine-1(2H)-carboxylate C(C)(C)(C)OC(=O)N1CCC(=CC1)C1=CC=C(C=C1)C=1C(=NC(=C(C1)C=1C=C2CCNC(C2=CC1)=O)N)F